FC1=NN(C2=CC=C(C=C12)C#CCC(F)(F)F)C1OCCCC1 3-fluoro-1-(tetrahydro-2H-pyran-2-yl)-5-(4,4,4-trifluorobut-1-yn-1-yl)-1H-indazole